tris(2-(2-(2,2,3,3,3-pentafluoropropoxy)ethoxy)ethyl) borate B(OCCOCCOCC(C(F)(F)F)(F)F)(OCCOCCOCC(C(F)(F)F)(F)F)OCCOCCOCC(C(F)(F)F)(F)F